((R)-2-cyclopropylmorpholinyl)methanone C1(CC1)[C@@H]1CN(CCO1)C=O